[4-(trifluoromethyl)phenyl]methylphosphonic acid diethyl ester C(C)OP(OCC)(=O)CC1=CC=C(C=C1)C(F)(F)F